C(C)(C)(C)P(C1=C(C=CC=C1)C1=C(C(=CC=C1C(C)C)C(C)C)C(C)C)C(C)(C)C 2-di-tert-butylphosphino-2',3',6'-triisopropyl-biphenyl